C[N+](C)(CCCS(=O)(=O)[O-])CCCCCCCCCCCCCC 3-(N,N-dimethylmyristylammonio)propanesulfonate